ethyl 5-(benzyloxy)-7-methoxy-1-oxo-2,3-dihydroindene-2-carboxylate C(C1=CC=CC=C1)OC=1C=C2CC(C(C2=C(C1)OC)=O)C(=O)OCC